CN(CCN(CCCO)CCCO)C N,N-dimethyl-N',N'-bis(hydroxypropyl)ethylenediamine